O=C1NC(CCC1N1C(C2=CC=C(C=C2C1)CNC(=O)C1=CC2=C(S1)C=CC=C2C(F)(F)F)=O)=O N-((2-(2,6-Dioxopiperidin-3-yl)-1-oxoisoindolin-5-yl)methyl)-4-(trifluoromethyl)benzo[b]thiophene-2-carboxamide